(R)-N-(3-methyl-1-(8-((3-methyl-4-((1-methyl-1H-benzo[d][1,2,3]triazol-5-yl)oxy)phenyl)amino)pyrimido[5,4-d]pyrimidin-2-yl)piperidin-3-yl)acrylamide C[C@@]1(CN(CCC1)C=1N=CC2=C(N1)C(=NC=N2)NC2=CC(=C(C=C2)OC2=CC1=C(N(N=N1)C)C=C2)C)NC(C=C)=O